FC1=C(C(=CC=C1)F)C1=N[C@H](C2=NN=C(N2C=2SC=3C(CCCCC3C12)O)C)C (7s,11rs)-9-(2,6-difluorophenyl)-3,7-dimethyl-18-thia-2,4,5,8-tetraazatetracyclo[8.8.0.02,6.011,17]octadeca-1(10),3,5,8,11(17)-pentaen-16-ol